(3-(1-(trifluoromethyl)cyclopropyl)phenyl)methylamine FC(C1(CC1)C=1C=C(C=CC1)CN)(F)F